4-(3-Cyano-6-(1-methyl-1H-pyrazol-4-yl)pyrazolo[1,5-a]pyridin-4-yl)piperidine-1-carboxylic acid C(#N)C=1C=NN2C1C(=CC(=C2)C=2C=NN(C2)C)C2CCN(CC2)C(=O)O